C[C@@H]1CN(CCC1)CC1=CC2=C(C(NC2)=O)S1 2-{[(3S)-3-methylpiperidin-1-yl]methyl}-4H,5H-thieno[2,3-c]pyrrol-6-one